(S)-N-(5-(1-(4-(((tert-butyldimethylsilyl)oxy)methyl)-benzyl)piperidin-4-yl)pyridin-2-yl)-4-(3-phenylisoxazolidin-2-yl)-5-(trifluoromethyl)pyrimidin-2-amine [Si](C)(C)(C(C)(C)C)OCC1=CC=C(CN2CCC(CC2)C=2C=CC(=NC2)NC2=NC=C(C(=N2)N2OCC[C@H]2C2=CC=CC=C2)C(F)(F)F)C=C1